2-((3,5-dicyano-4-cyclopropyl-6-(2,6-dimethylmorpholino)pyridin-2-yl)thio)-2-phenylacetamide C(#N)C=1C(=NC(=C(C1C1CC1)C#N)N1CC(OC(C1)C)C)SC(C(=O)N)C1=CC=CC=C1